CC=1N=CC(=NC1)O[C@@H]1CC[C@H](CC1)C(=O)NN trans-4-(5-methylpyrazin-2-yl)oxycyclohexanecarboxylic acid hydrazide